S1C=NC2=C1C=CC(=C2)NC2=CC=NC1=CC(=CC=C21)C2=C(C=C(C(=O)N1[C@@H]3CN(C[C@H]1C3)C(=O)OC(C)(C)C)C=C2)F tert-butyl (1R,5S)-6-(4-(4-(benzo[d]thiazol-5-ylamino)quinolin-7-yl)-3-fluorobenzoyl)-3,6-diazabicyclo[3.1.1]heptane-3-carboxylate